C1(CCC1)N1C=NC2=C1C(=CC(=C2)C(F)(F)F)F 1-cyclobutyl-7-fluoro-5-(trifluoromethyl)-1H-benzo[d]imidazol